N-ethylhexanoyl-glutamic acid din-butylamide C(CCC)N(C([C@@H](NC(C(CCCC)CC)=O)CCC(=O)O)=O)CCCC